2,5-dioxopyrrolidin-1-yl 4-((2-(2-((6-chlorohexyl)oxy)ethoxy)ethyl)carbamoyl)benzoate ClCCCCCCOCCOCCNC(=O)C1=CC=C(C(=O)ON2C(CCC2=O)=O)C=C1